propylene glycol dimethyl-taurate CN(CCS(=O)(=O)O)C.C(C(C)O)O